(R)-4-(3-(1-acryloylpyrrolidin-3-yl)-7-amino-4-oxo-4,5-dihydro-1H-pyrazolo[3,4-d]pyridazin-1-yl)-N-(pyridin-2-yl)benzamide C(C=C)(=O)N1C[C@@H](CC1)C1=NN(C=2C(=NNC(C21)=O)N)C2=CC=C(C(=O)NC1=NC=CC=C1)C=C2